2'-chloro-N-(5-(4-(difluoromethyl)benzoyl)-5,6-dihydro-4H-pyrrolo[3,4-d]thiazol-2-yl)-5'-methoxy-6-methyl-[4,4'-bipyridine]-3-carboxamide ClC1=NC=C(C(=C1)C1=C(C=NC(=C1)C)C(=O)NC=1SC2=C(N1)CN(C2)C(C2=CC=C(C=C2)C(F)F)=O)OC